methyl 1-((5-(azetidin-3-yl)-4-methylpyridin-2-yl)methyl)piperidine-4-carboxylate N1CC(C1)C=1C(=CC(=NC1)CN1CCC(CC1)C(=O)OC)C